C(C)(C)NC(=NC(C)C)[In](C(NC(C)C)=NC(C)C)C(NC(C)C)=NC(C)C tris(N,N'-diisopropylamidino)indium